Methyl (trans-4-((3-(1-isopropyl-1H-pyrazol-4-yl)phenyl)((trans-4-(4-methoxy-3-methylphenyl)cyclohexyl)methyl)carbamoyl)cyclohexyl)carbamate C(C)(C)N1N=CC(=C1)C=1C=C(C=CC1)N(C(=O)[C@@H]1CC[C@H](CC1)NC(OC)=O)C[C@@H]1CC[C@H](CC1)C1=CC(=C(C=C1)OC)C